C(C)(CC)C1C(NC2=C(CN1C(=O)N)C=CC=C2)=O 3-(sec-butyl)-2-oxo-1,2,3,5-tetrahydro-4H-benzo[1,4]diazepine-4-carboxamide